FC1=C(C=CC=C1)N1CCC(CC1)NC=1C2=CC(=C(C=C2N=C2CCCCC12)COCCN1CCCC1)OC N-[1-(2-fluorophenyl)piperidin-4-yl]-7-methoxy-6-{[2-(pyrrolidin-1-yl)ethoxy]methyl}-1,2,3,4-tetrahydroacridin-9-amine